FC(C1=NC2=C(C=CC=C2C(=C1)C(O)C1NCCCC1)C(F)(F)F)(F)F [2,8-bis(trifluoromethyl)quinolin-4-yl]-piperidin-2-ylmethanol